CC1(O[C@@H](CNC1)COC1=C2C=CC=NC2=CC(=N1)C1=CN(C=C1)C(C)C)C 5-{[(2S)-6,6-dimethylmorpholin-2-yl]methoxy}-7-[1-(propan-2-yl)-1H-pyrrol-3-yl]-1,6-naphthyridine